1-(chlorodimethylsilyl)-4-fluorobenzene Cl[Si](C1=CC=C(C=C1)F)(C)C